2-(3,5-dimethyl-1-(4-(5-(trifluoromethyl)-1,2,4-oxadiazol-3-yl)phenyl)-1H-pyrazol-4-yl)acetamide CC1=NN(C(=C1CC(=O)N)C)C1=CC=C(C=C1)C1=NOC(=N1)C(F)(F)F